5-hydroxy-N-(isoxazol-4-yl)-1-methyl-2-(2-methyl-1,1-diphenylpropan-2-yl)-6-oxo-1,6-dihydropyrimidine-4-carboxamide OC1=C(N=C(N(C1=O)C)C(C(C1=CC=CC=C1)C1=CC=CC=C1)(C)C)C(=O)NC=1C=NOC1